C(C1=CC=CC=C1)OC(=O)N[C@H](CCCCN)C(=O)O benzyloxycarbonyl-D-lysine